methyl 2-(2-(4-methoxybenzyl)-3-oxoisoindolin-1-yl)acetate COC1=CC=C(CN2C(C3=CC=CC=C3C2=O)CC(=O)OC)C=C1